O1CC(C1)COC=1C2=C(N=C(N1)N1CCOCC1)N(CC2)C2=CC=CC=C2 4-(4-(oxetan-3-ylmethoxy)-7-phenyl-6,7-dihydro-5H-pyrrolo[2,3-d]pyrimidin-2-yl)morpholine